1,4-dibenzyl-6-((tert-butyldimethylsilyl)oxy)-1,4-diazepane C(C1=CC=CC=C1)N1CCN(CC(C1)O[Si](C)(C)C(C)(C)C)CC1=CC=CC=C1